mercury(II) thiocyanate [Hg](SC#N)SC#N